C(C)(C)N1N=C(C=C1[C@@H]1C[C@@H](CC1)N1CCOCCC1)C=1C=NC=C(C1)C(F)(F)F 4-((1R,3S)-3-(1-isopropyl-3-(5-(trifluoromethyl)pyridin-3-yl)-1H-pyrazol-5-yl)cyclopentyl)-1,4-oxaazepane